6-(2-(tert-Butyloxy)-2-oxoethyl)-5,6,7,8-tetrahydro-1,6-naphthyridine-2-carboxylic acid C(C)(C)(C)OC(CN1CC=2C=CC(=NC2CC1)C(=O)O)=O